C1(C=CC(N1CCCCCC(=O)NN[C@@H](C(C)C)C(=O)O)=O)=O 6-Maleimidyl-caproamidyl-L-valine